N,N-di-t-butylurea C(C)(C)(C)N(C(=O)N)C(C)(C)C